4-[4-(methylsulfinyl)phenyl]-3-phenyl-2(5H)-furanone CS(=O)C1=CC=C(C=C1)C1=C(C(OC1)=O)C1=CC=CC=C1